N1C=CC=2C1=NC=C(C2)C#CC=2C=C(C(=O)NC1=CC=C3C(=CN(C3=C1)C)C1=CC=C(C=C1)OCOC)C=CC2C 3-((1H-Pyrrolo[2,3-b]pyridin-5-yl)ethynyl)-N-(3-(4-(methoxymethoxy)phenyl)-1-methyl-1H-indol-6-yl)-4-methylbenzamide